trans-4-[(3-{trifluoromethyl}benzyl)oxy]cyclohexane-1-carboxylic acid FC(C=1C=C(CO[C@@H]2CC[C@H](CC2)C(=O)O)C=CC1)(F)F